ClC1=C(C=CC=C1)N1C(NC2=C1C=NC=C2)=O 3-(2-chlorophenyl)-1H-imidazo[4,5-c]pyridin-2(3H)-one